C(C(C)C)C1C=C(CC(C1)C)CCC1OCCO1 2-[2-(3-isobutyl-5-methyl-cyclohexen-1-yl)ethyl]-1,3-dioxolane